tert-butyl (2R,3S,7aS)-2-(hydroxymethyl)-3-(2-(methoxymethoxy) phenyl)tetrahydro-1H-pyrrolizine-7a(5H)-carboxylate OC[C@@H]1C[C@@]2(CCCN2[C@@H]1C1=C(C=CC=C1)OCOC)C(=O)OC(C)(C)C